(R)-N-(1-cyclopropylethyl)-5-(quinoxalin-6-yl)pyrrolo[2,1-f][1,2,4]triazin-2-amine C1(CC1)[C@@H](C)NC1=NN2C(C=N1)=C(C=C2)C=2C=C1N=CC=NC1=CC2